5-((2-chloro-4-(methylsulfonyl)benzyl)oxy)-2-((3,4-dihydroisoquinolin-2(1H)-yl)methyl)-4H-pyran-4-one ClC1=C(COC=2C(C=C(OC2)CN2CC3=CC=CC=C3CC2)=O)C=CC(=C1)S(=O)(=O)C